C(C1=CC=CC=C1)OCC(CF)O 1-(benzyloxy)-3-fluoropropane-2-ol